NC(=O)C1=CC=CC2=CN(N=C12)C1=CC=C(C[NH2+]C2C[NH+](CC2)CC2=CC=CC=C2)C=C1 3-({4-[7-(aminocarbonyl)-2H-indazole-2-yl]benzyl}ammonio)-1-benzylpyrrolidinium